[1,2,3]oxathiazolidine O1SNCC1